6-chloro-N-[1-(3-chloro-2-fluoro-phenyl)ethyl]pyrido[3,2-d]pyrimidin-4-amine ClC=1C=CC=2N=CN=C(C2N1)NC(C)C1=C(C(=CC=C1)Cl)F